CO[Si](CCCS)(C)OC 3-(dimethoxy(methyl)silyl)propylmercaptan